C1(=CC=CC=C1)COC1=CC=C(C=C1)NC(=O)C1=C(N(C=C1)C)C N-[4-(phenylmethoxy)phenyl]-1,2-dimethyl-1H-pyrrole-3-carboxamide